(Dimethylamino)-6-[(4-hydroxy-3-methoxybenzyl)amino]-9-(tetrahydrofuran-2-yl)-9H-purine CN(C)C1=NC(=C2N=CN(C2=N1)C1OCCC1)NCC1=CC(=C(C=C1)O)OC